C(C)(C)C1=C(C=NO1)C(=O)N 5-isopropylisoxazole-4-carboxamide